N-((1H-indazol-5-yl)methyl)-N-(3-methoxybenzyl)-4-(morpholinomethyl)thiazol-2-amine N1N=CC2=CC(=CC=C12)CN(C=1SC=C(N1)CN1CCOCC1)CC1=CC(=CC=C1)OC